BrC(C1=C(C=CC=C1)C1=C(C=CC=C1)C(Br)Br)Br 2,2'-bis(dibromomethyl)-1,1'-biphenyl